C(=CCCCCCCC)N noneneamine